C(C)(C)(C)OC(=O)N1[C@@H](C[C@@H](C1)C1=CC=CC=C1)C(NC1=CC=C(C=C1)C(=O)OC(C)(C)C)=O (2S,4R)-2-((4-(t-butoxycarbonyl)phenyl)carbamoyl)-4-phenylpyrrolidine-1-carboxylic acid tert-butyl ester